COC1=CC=C(C=2NC3=CC=CC=C3C12)C1=NC(=C(N=C1Cl)C1=CC=C(C=2C3=CC=CC=C3NC12)OC)Cl 2,5-bis(4-methoxycarbazol-1-yl)-3,6-dichloropyrazine